C(C)C=1CC(C=2C(=NC=CN2)N1)=O 6-ethyl-8-oxopyrido[2,3-b]pyrazin